[5-(Hydroxymethyl)thiazol-2-yl](4-phenylindolin-1-yl)methanone OCC1=CN=C(S1)C(=O)N1CCC2=C(C=CC=C12)C1=CC=CC=C1